2-((4-(5-((S)-1-(2,4-dichlorophenoxy)ethyl)furan-2-carbonyl)piperazin-1-yl)methyl)-1-(((S)-oxetan-2-yl)methyl)-1H-benzo[d]imidazole-6-carboxylic acid ClC1=C(O[C@@H](C)C2=CC=C(O2)C(=O)N2CCN(CC2)CC2=NC3=C(N2C[C@H]2OCC2)C=C(C=C3)C(=O)O)C=CC(=C1)Cl